allyl-pregnenide C(C=C)[C-]=C[C@H]1CC[C@H]2[C@@H]3CCC4CCCC[C@]4(C)[C@H]3CC[C@]12C